C(C)OC(CC(=O)C1=NN(C=C1CN1N=CC=C1)C)=O 3-[1-methyl-4-(pyrazol-1-ylmethyl)pyrazol-3-yl]-3-oxo-propionic acid ethyl ester